(2-Chloro-1H-indol-5-yl)methylamine ClC=1NC2=CC=C(C=C2C1)CN